5-chloro-2-methylnicotinaldehyde ClC=1C=NC(=C(C=O)C1)C